C(C)(C)(C)OC(=O)N1CC(CC1)COC1=C(C(=CC(=C1)NC(=O)OC1=CC=CC=C1)Cl)C 3-((3-chloro-2-methyl-5-((phenoxycarbonyl)amino)phenoxy)methyl)pyrrolidine-1-carboxylic acid tert-butyl ester